2-(4-(methyl-sulfonyl)piperidine-1-carbonyl)anthracene-9,10-dione CS(=O)(=O)C1CCN(CC1)C(=O)C1=CC=2C(C3=CC=CC=C3C(C2C=C1)=O)=O